(R)-6-chloro-2-(5-(2,2-difluoro-1-methoxyethyl)-1H-1,2,4-triazol-3-yl)-3-(1H-imidazol-1-yl)-5-methoxy-1-methyl-1H-pyrrolo[3,2-b]pyridine ClC=1C=C2C(=NC1OC)C(=C(N2C)C2=NNC(=N2)[C@H](C(F)F)OC)N2C=NC=C2